N1=CC=C(C2=CC=CC=C12)NCCC#CC1=C(OC=C1)C=NO (4-(quinolin-4-ylamino)but-1-yn-1-yl)furan-2-carbaldehyde Oxime